2-(6-bromo-1H-benzo[d]imidazol-1-yl)ethan-1-ol BrC=1C=CC2=C(N(C=N2)CCO)C1